CCCCC[C@H]1[C@H](O1)C/C=C\\C/C=C\\C=C\\[C@H](CCCC(=O)O)OO The molecule is a hydroperoxy fatty acid that is (14R,15S)-epoxy-(6E,8Z,11Z)-icosatrienoic acid in which the hydroperoxy group is located at position 5S. It has a role as a human xenobiotic metabolite and a mouse metabolite. It is a conjugate acid of a (5S)-hydroperoxy-(14R,15S)-epoxy-(6E,8Z,11Z)-icosatrienoate.